CN(C1=CC(=CC=C1)N1C2=C(C=3N=C4N(C=CN=C4)C31)C=NC=C2)C N,N-dimethyl-3-(5H-pyrido[3'',4'':4',5']pyrrolo[3',2':4,5]imidazo[1,2-a]pyrazin-5-yl)aniline